(1s,4s)-4-((2-((2-(1-(Cyclopropylsulfonyl)-1H-pyrazol-4-yl)pyrimidin-4-yl)amino)-5-((1-methyl-1,2,4-triazol-3-yl)ethynyl)pyridin-4-yl)amino)cyclohexan-1-ol C1(CC1)S(=O)(=O)N1N=CC(=C1)C1=NC=CC(=N1)NC1=NC=C(C(=C1)NC1CCC(CC1)O)C#CC1=NN(C=N1)C